C(C)(=O)OC(C(S(=O)(=O)C1=CC=CC=C1)C1=C(C(=CC=C1)OC)C)C1CC1 1-cyclopropyl-2-(3-methoxy-2-methylphenyl)-2-(phenylsulfonyl)ethyl acetate